tert-butyl 4-(5-(2-bromo-5-fluorophenethyl)-1H-pyrazol-3-yl)piperidine-1-carboxylate BrC1=C(CCC2=CC(=NN2)C2CCN(CC2)C(=O)OC(C)(C)C)C=C(C=C1)F